FC(OC=1C=2N(C=C(C1)C(F)(F)F)C[C@@]1(C[C@H](C(C3=C(C=CC=C13)F)=O)F)N2)F (1'S,3'R)-8-(difluoromethoxy)-3',5'-difluoro-6-(trifluoromethyl)-2'H,3H-spiro[imidazo[1,2-a]pyridine-2,1'-naphthalen]-4'(3'H)-one